FC=1C=C(C=CC1F)[C@@H]1N(C[C@H](CC1)C)C(C(=O)NC=1C=C(C=NC1)C(=O)N)=O |r| rac-5-{2-[(2R,5S)-2-(3,4-Difluorophenyl)-5-methylpiperidin-1-yl]-2-oxoacetamido}pyridine-3-carboxamide